tert-butyl (2R,5S)-4-(chlorocarbonyl)-2,5-dimethylpiperazine-1-carboxylate ClC(=O)N1C[C@H](N(C[C@@H]1C)C(=O)OC(C)(C)C)C